1-(4-((4-(1-(4-((9-cyclopentyl-8-(phenylamino)-9H-purin-2-yl)amino)phenyl)piperidin-4-yl)piperazin-1-yl)methyl)pyridin-3-yl)dihydropyrimidine-2,4(1H,3H)-dione C1(CCCC1)N1C2=NC(=NC=C2N=C1NC1=CC=CC=C1)NC1=CC=C(C=C1)N1CCC(CC1)N1CCN(CC1)CC1=C(C=NC=C1)N1C(NC(CC1)=O)=O